3-diphenoxyphosphinyloxytetrahydrothiophene-1,1-dioxide O(C1=CC=CC=C1)P(=O)(OC1CS(CC1)(=O)=O)OC1=CC=CC=C1